2-acetyl-6-(1-(2,4,6-trimethyl-anilino)ethyl)pyridine C(C)(=O)C1=NC(=CC=C1)C(C)NC1=C(C=C(C=C1C)C)C